ethyl 4-(3-ethoxy-3-oxopropyl)-7-nitro-2-propylquinoline-3-carboxylate C(C)OC(CCC1=C(C(=NC2=CC(=CC=C12)[N+](=O)[O-])CCC)C(=O)OCC)=O